2-(dimethylamino)-1-(4-(3-isopropyl-2-(4-methyl-[1,2,3]triazolo[1,5-a]pyridin-6-yl)-1H-indol-5-yl)piperidin-1-yl)ethan-1-one CN(CC(=O)N1CCC(CC1)C=1C=C2C(=C(NC2=CC1)C=1C=C(C=2N(C1)N=NC2)C)C(C)C)C